BrC1=C(C(=C(C=C1)[2H])C1=CC=C(C=C1)[2H])[2H] 3-bromo-1,1'-biphenyl-2,4',6-d3